Cl.FC=1C=2N(C=C(C1)C1=NN3C(S1)=NC(=C3)C3CCNCC3)C=C(N2)C 8-Fluoro-2-methyl-6-[6-(piperidin-4-yl)imidazo[2,1-b][1,3,4]thiadiazol-2-yl]imidazo[1,2-a]pyridin Hydrochlorid